C(C)C1(CN(C1)C=1OC(=C(N1)C(=O)NC1=CC(=C(C=C1)N1CCCCC1)F)CC(F)(F)F)CC 2-(3,3-diethylazetidin-1-yl)-N-(3-fluoro-4-(piperidin-1-yl)phenyl)-5-(2,2,2-trifluoroethyl)oxazole-4-carboxamide